NC1=C(C=C(C(=O)OC(C)C)C=C1NC)OC(C)C Isopropyl 4-amino-3-isopropoxy-5-(methylamino)benzoate